2-((4-chlorophenyl)amino)nicotinamide ClC1=CC=C(C=C1)NC1=C(C(=O)N)C=CC=N1